C(OC1=C(C=CC=C1)C)([O-])=O o-methylphenyl carbonate